C(C)O/C=C(/C#N)\C1=CC=NC=C1 (E)-3-ethoxy-2-(pyridin-4-yl)acrylonitrile